BrC=1C=C2C(=NC1)N(C=C2C2=CC=C(C(=O)N(C)C[C@@H](C)O)C=C2)S(=O)(=O)C2=CC=CC=C2 (R)-4-(5-bromo-1-(phenylsulfonyl)-1H-pyrrolo[2,3-b]pyridin-3-yl)-N-(2-hydroxypropyl)-N-methylbenzamide